C1(CC1)N(C(OC(C)(C)C)=O)C1CCN(CC1)C=1C=2N(C(=CC1)C(NC=1C=C(C=3N(C1)C=C(N3)C)F)=O)N=C(C2)OC tert-butyl N-cyclopropyl-N-[1-[7-[(8-fluoro-2-methyl-imidazo[1,2-a]pyridin-6-yl)carbamoyl]-2-methoxy-pyrazolo[1,5-a]pyridin-4-yl]-4-piperidyl]carbamate